FC1CC(N(C1)C(CN1N=CC=N1)=O)C(=O)NC(C1=CC=C(C=C1)C(C)C)C1=CC=CC=C1 4-fluoro-N-{phenyl[4-(propan-2-yl)phenyl]methyl}-1-[2-(2H-1,2,3-triazol-2-yl)acetyl]pyrrolidine-2-carboxamide